NC=1C(=NC(=C(N1)C=1OC=CN1)C=1C=CC=2N(C1)C(=CN2)C)C(=O)NC[C@@H]2N(CCC2)C |r| (R/S)-3-amino-6-(3-methylimidazo[1,2-a]pyridin-6-yl)-N-((1-methylpyrrolidin-2-yl)methyl)-5-(oxazol-2-yl)pyrazine-2-carboxamide